N'-(pyrazin-2-yl)acrylic hydrazide N1=C(C=NC=C1)NNC(C=C)=O